BrCC1N(CC(C1)C1=CC=CC=C1)S(=O)(=O)C 2-(bromomethyl)-1-(methylsulfonyl)-4-phenylpyrrolidine